C(C=C)C(C(C)=O)C(C)=O.[Eu] europium 3-allyl-2,4-pentanedione